FC(C=1C(=NC=CC1)C(=O)Cl)(F)F 3-(trifluoromethyl)pyridine-2-carbonyl chloride